4-cis-decadienoate C(C=C\C=C/CCCCC)(=O)[O-]